Br\C(=C/C=O)\C=1SC=CC1 (Z)-3-bromo-3-(2-thienyl)acrolein